(M)-6-chloro-4-(cis-2,6-dimethyl-4-(2-propenoyl)-1-piperazinyl)-7-(2-fluorophenyl)-1-(4-methyl-2-(2-propanyl)-3-pyridinyl)pyrido[2,3-d]pyrimidin-2(1H)-one ClC1=CC2=C(N(C(N=C2N2[C@H](CN(C[C@H]2C)C(C=C)=O)C)=O)C=2C(=NC=CC2C)C(C)C)N=C1C1=C(C=CC=C1)F